O1CCC=C2C1C=CC=C2 3,8a-dihydro-2H-benzopyran